C1=CC2=C(C(=C1)OP(=O)(O)O)C(=CN2)CCN 4-Hydroxytryptamine 4-phosphate